CC1=CC=C(C=C1)S(=O)(=O)/C=C/C(=O)C1=CC=CC=C1 (E)-3-(4-toluenesulfonyl)-1-phenyl-2-propen-1-one